3,5-dichloropropiophenone CCC(=O)C1=CC(=CC(=C1)Cl)Cl